(S,E)-5-benzyl-N-(7-(3-(cyclopropylamino)-3-oxoprop-1-en-1-yl)-5-methyl-4-oxo-2,3,4,5-tetrahydrobenzo[b][1,4]oxazepin-3-yl)-1H-1,2,4-triazole-3-carboxamide C(C1=CC=CC=C1)C1=NC(=NN1)C(=O)N[C@@H]1C(N(C2=C(OC1)C=CC(=C2)\C=C\C(=O)NC2CC2)C)=O